4-(allylthio)-2-methylbutan-2-ol C(C=C)SCCC(C)(O)C